6-chloro-3-cyano-2-(7,7-dimethyl-1-oxo-1,3,4,6,7,8-hexahydro-2H-cyclopenta[4,5]pyrrolo[1,2-a]pyrazin-2-yl)benzyl acetate C(C)(=O)OCC1=C(C(=CC=C1Cl)C#N)N1C(C=2N(CC1)C1=C(C2)CC(C1)(C)C)=O